3-(4-((7-((5-methyl-1H-pyrazol-3-yl)amino)-1,6-naphthyridin-5-yl)amino)piperidin-1-yl)propionitrile CC1=CC(=NN1)NC1=NC(=C2C=CC=NC2=C1)NC1CCN(CC1)CCC#N